propionic acid, ethylammonium salt C(C)[NH3+].C(CC)(=O)[O-]